ClC1=CC=C(C=C1)C1=NN(C(C2=CC=CC=C12)=O)NC(CC1(CCCC1)C)=O N-[4-(4-chlorophenyl)-1-oxophthalazin-2(1H)-yl]-2-(1-methylcyclopentyl)acetamide